3-(5,6-diaminopyridin-2-yl)-5-(methylthio)-N-(4-phenethoxyphenyl)benzamide NC=1C=CC(=NC1N)C=1C=C(C(=O)NC2=CC=C(C=C2)OCCC2=CC=CC=C2)C=C(C1)SC